2,3-Diisopropyl-2-cyanosuccinic acid diisopropyl ester C(C)(C)OC(C(C(C(=O)OC(C)C)C(C)C)(C#N)C(C)C)=O